FC1=C2C(=CC(=CC2=CC=C1F)O)C1=C(C=2N=C(N=C(C2C=N1)N1CC2(CCO2)CCC1)OC[C@]12CCCN2C[C@@H](C1)F)F 5,6-Difluoro-4-(8-fluoro-2-(((2R,7aS)-2-fluorotetrahydro-1H-pyrrolizin-7a(5H)-yl)methoxy)-4-(1-oxa-6-azaspiro[3.5]nonan-6-yl)pyrido[4,3-d]pyrimidin-7-yl)naphthalen-2-ol